2,2-bis(2-ethylhexyl-oxymethyl)-1,3-bis(2-ethylhexyl-oxy)propane C(C)C(COCC(COCC(CCCC)CC)(COCC(CCCC)CC)COCC(CCCC)CC)CCCC